4-{5-[(R)-(1,3-Dimethyl-azetidin-3-yl)-hydroxy-(4-isopropyl-phenyl)-methyl]-pyridin-3-ylethynyl}-4-hydroxy-piperidin CN1CC(C1)(C)[C@@](C=1C=C(C=NC1)C#CC1(CCNCC1)O)(C1=CC=C(C=C1)C(C)C)O